CC1(CCC(O1)C(C)(C)O)C=C cis-5-ethenyltetrahydro-α,α,5-trimethyl-2-furanmethanol